(S,E)-3-(7-Amino-8-oxo-6,7,8,9-tetrahydro-5H-pyrido[2,3-b]azepin-3-yl)-N-methyl-N-((3-methyl-4-(pyridin-3-yloxy)benzofuran-2-yl)methyl)acrylamide N[C@H]1CCC2=C(NC1=O)N=CC(=C2)/C=C/C(=O)N(CC=2OC1=C(C2C)C(=CC=C1)OC=1C=NC=CC1)C